ethyl 5-(2,3-dihydro-1H-inden-1-yl)-4H-1,2,4-triazole-3-carboxylate C1(CCC2=CC=CC=C12)C=1NC(=NN1)C(=O)OCC